OC1[C@@H](O)[C@H](O)[C@H](O)[C@@H](O1)C 6-Deoxy-L-galactopyranose